C1(CC1)C1=C(C(=NO1)C1=C(C=CC=C1Cl)Cl)COC1[C@@H]2CN([C@H](C1)C2)C2=CC=C(C(=O)O)C=C2 4-[(1S,4S)-5-[5-cyclopropyl-3-(2,6-dichlorophenyl)-1,2-oxazol-4-yl]Methoxy-2-azabicyclo[2.2.1]Heptane-2-yl]Benzoic acid